1,1,3,5,5-pentamethyl-3-(dimethylsiloxy)trisiloxane C[SiH](O[Si](O[SiH](C)C)(O[SiH](C)C)C)C